BrC=1C=CC(=NC1)OC(F)F 5-Bromo-2-(difluoro-methoxy)-pyridine